tetradecyl-3-(3,5-di-tert-butyl-4-hydroxyphenyl)propionate C(CCCCCCCCCCCCC)OC(CCC1=CC(=C(C(=C1)C(C)(C)C)O)C(C)(C)C)=O